silver sulfoselenide S(=O)(=O)(O)[Se]S(=O)(=O)O.[Ag]